methyl L-homoserinate N[C@@H](CCO)C(=O)OC